(2S)-2-(fluoromethyl)-1-[(4-methoxyphenyl)methyl]piperazine FC[C@H]1N(CCNC1)CC1=CC=C(C=C1)OC